BrC1=C2C(=NC(=C1)Cl)N(C=C2)C C4-bromo-6-chloro-1-methyl-1H-pyrrolo[2,3-b]pyridine